C(C(C)C)NC(=O)C1=CC=2C(=NC=CC2C=2C=NC=C(C2)C2=CC=C(C=C2)N2C(CCC2)=O)N1 N-isobutyl-4-(5-(4-(2-oxopyrrolidin-1-yl)phenyl)pyridin-3-yl)-1H-pyrrolo[2,3-b]pyridine-2-carboxamide